C1(=CC=CC=C1)S(=O)(=O)ON=C(C#N)C=1SC=CC1 (benzenesulfonyloxyimino)-2-thienyl-acetonitrile